N-methyl-4-hexadecyl-N-octadecylanilinium tetrakis(perfluorophenyl)borate butyl-2-(4-amino-6-methoxy-8-methyl-9H-pyrimido[4,5-b]indol-9-yl)acetate C(CCC)OC(CN1C2=C(C3=CC(=CC(=C13)C)OC)C(=NC=N2)N)=O.FC2=C(C(=C(C(=C2F)F)F)F)[B-](C2=C(C(=C(C(=C2F)F)F)F)F)(C2=C(C(=C(C(=C2F)F)F)F)F)C2=C(C(=C(C(=C2F)F)F)F)F.C[NH+](C2=CC=C(C=C2)CCCCCCCCCCCCCCCC)CCCCCCCCCCCCCCCCCC